OC=1C(=C(C=CC1)B(O)O)OC(F)(F)F 3-HYDROXY-2-(TRIFLUOROMETHOXY)PHENYLBORONIC ACID